6-octyl-thiophene CCCCCC(CC)C=1SC=CC1